1-(4-Methylthiophen-3-yl)cyclopropanenitrile CC=1C(=CSC1)C1(CC1)C#N